(1R,2R)-2-((2-amino-9-((2R,3R,5S)-3-hydroxy-5-(hydroxymethyl)tetrahydrofuran-2-yl)-8-oxo-8,9-dihydro-7H-purin-7-yl)methyl)cyclopropane-1-carboxylic acid ethyl ester C(C)OC(=O)[C@H]1[C@@H](C1)CN1C(N(C2=NC(=NC=C12)N)[C@@H]1O[C@@H](C[C@H]1O)CO)=O